tert-butyl-2-(6-{5-chloro-2-[(oxacyclohexan-4-yl)amino]pyrimidin-4-yl}-4-fluoro-1-oxo-2,3-dihydro-1H-isoindol-2-yl)-N-methylacetamide C(C)(C)(C)C(C(=O)NC)N1C(C2=CC(=CC(=C2C1)F)C1=NC(=NC=C1Cl)NC1CCOCC1)=O